3-(7-fluoro-1-(pyridazin-3-ylmethyl)-benzimidazol-2-yl)isoxazol-4-amine FC1=CC=CC2=C1N(C(=N2)C2=NOC=C2N)CC=2N=NC=CC2